N1-(6-((2-(3,5-dimethylpiperidin-1-yl)pyrimidin-5-yl)amino)spiro[3.3]heptan-2-yl)oxalamide CC1CN(CC(C1)C)C1=NC=C(C=N1)NC1CC2(CC(C2)NC(C(=O)N)=O)C1